C1(CC1)C1=CC=C(C=N1)C1=CC2=C(N=CN(C2=O)CC(C)(C)O)C(=N1)C=1C=NC=CC1 6-(6-cyclopropylpyridin-3-yl)-3-(2-hydroxy-2-methylpropyl)-8-(pyridin-3-yl)pyrido[3,4-d]pyrimidin-4(3H)-one